BrC1=C(C=C2C=NNC2=C1)C(=O)OC methyl 6-bromo-1H-indazole-5-carboxylate